(2R)-2-[[(2S)-2-amino-4-[5-[bis(2-chloroethyl)amino]-1-methyl-benzimidazol-2-yl]butanoyl]amino]-4-methyl-pentanoic acid ethyl ester C(C)OC([C@@H](CC(C)C)NC([C@H](CCC1=NC2=C(N1C)C=CC(=C2)N(CCCl)CCCl)N)=O)=O